tert-butyl (S)-3-((4'-fluoro-5-((S)-2-methylpiperazine-1-carbonyl)-[1,1'-biphenyl]-2-yl)oxy)pyrrolidine-1-carboxylate FC1=CC=C(C=C1)C1=C(C=CC(=C1)C(=O)N1[C@H](CNCC1)C)O[C@@H]1CN(CC1)C(=O)OC(C)(C)C